NCCCCCCC(=O)OC(C)(C)C tert-butyl 7-aminoheptanoate